N1=NCN2C1=CN=CC2 5H-[1,2,4]triazolo[4,3-a]pyrazin